N,O-dimethylhydroxylamine hydrochloric acid salt Cl.CNOC